C(C)OC(=O)C1=C(C2=C(CCC3=CN(N=C23)CC2(COC2)C)O1)C.BrC=1C=C2C(=CNC2=CC1)C=1SC=C(N1)C(=O)NN=CC1=CC=CC2=CC=CC=C12 2-(5-bromo-1H-indol-3-yl)-N'-(naphthalen-1-ylmethylene)thiazol-4-carbohydrazide ethyl-8-methyl-2-[(3-methyloxetan-3-yl)methyl]-4,5-dihydro-2H-furo[2,3-g]indazole-7-carboxylate